4-[8-(trifluoromethyl)-5-quinolyl]morpholine-2-carboxamide FC(C=1C=CC(=C2C=CC=NC12)N1CC(OCC1)C(=O)N)(F)F